N1=C(C=NC=C1)CNC1=C(C=C(C=C1)C1=NNC(OC1)=O)C(F)(F)F 5-[4-{[(pyrazin-2-yl)methyl]amino}-3-(trifluoromethyl)phenyl]-3,6-dihydro-2H-1,3,4-oxadiazin-2-one